ClC1=CC=C(C=C1)C=1C(NC=C2C1N=C(N=C2)OCC)=O 8-(4-chlorophenyl)-2-ethoxypyrido[4,3-d]pyrimidin-7(6H)-one